Cl.C1(CCC1)N1CCN(CC1)C1=CC(=C(C(=O)NC2=C3C=CN=CC3=CC=C2)C=C1)OC 4-(4-cyclobutylpiperazin-1-yl)-N-(isoquinolin-5-yl)-2-methoxybenzamide hydrochloride